2-(7-(diethylamino)-2-oxo-3-(6-sulfobenzothiazol-2-yl)-2H-chromen-4-yl)benzoic acid C(C)N(C1=CC=C2C(=C(C(OC2=C1)=O)C=1SC2=C(N1)C=CC(=C2)S(=O)(=O)O)C2=C(C(=O)O)C=CC=C2)CC